4-(4-cyclopropyl-1H-imidazol-1-yl)-5-methylbenzofuran-2-carbonyl chloride C1(CC1)C=1N=CN(C1)C1=C(C=CC2=C1C=C(O2)C(=O)Cl)C